difluorodihydrobenzofuran FC1(OC2=C(C1)C=CC=C2)F